FC(CCC(=O)N1CC2CCC(C1)N2C2=NC=C(C#N)C=C2)(C2=CC=C(C=C2)F)F 6-(3-(4,4-difluoro-4-(4-fluorophenyl)butanoyl)-3,8-diazabicyclo[3.2.1]octan-8-yl)nicotinonitrile